NC1=C(C=C(C=N1)B(O)O)S(N)(=O)=O 6-AMINO-5-SULFAMOYLPYRIDINE-3-BORONIC ACID